NC1=C2C(=NC=N1)N(N=C2C2=C(C=C(C=C2)OC2=CC=CC=C2)F)[C@@H]2CC[C@H](CC2)N2CC[N+](CC2)(C)C 4-((trans)-4-(4-amino-3-(2-fluoro-4-phenoxyphenyl)-1H-pyrazolo[3,4-d]pyrimidin-1-yl)cyclohexyl)-1,1-dimethylpiperazin-1-ium